FC1=C(C=C(C=C1)C)[N+]#[C-] 2-FLUORO-5-METHYL-PHENYLISOCYANIDE